O[C@@H]1CN(CC[C@@]12NCC1=CC=CC=C1C2)C(=O)C2=NN1C(N=CC(=C1)C(C)OC)=C2 [(3R,3'R)-3'-hydroxy-1,4-dihydro-1'H,2H-spiro[isoquinoline-3,4'-piperidin]-1'-yl][6-(1-methoxyethyl)pyrazolo[1,5-a]pyrimidin-2-yl]methanone